4-bromo-2'-chloro-6',7',8',9'-tetrahydrospiro[benzo[d][1,3]dioxole-2,5'-benzo[7]annulene] BrC1=CC=CC=2OC3(CCCCC4=C3C=CC(=C4)Cl)OC21